CS(=O)(=O)CCNCC1=CC=C(O1)C=1C=C2C(=NC=NC2=CC1)N 6-[5-({[2-(methylsulfonyl)ethyl]amino}methyl)-2-furyl]-4-quinazolinamine